O1CCOC12CCC(CC2)CC2=CC=C1C3(C=4N(C=5C=CC=C(C5C(N4)=O)Cl)C1=C2)CCCCC3 10'-((1,4-dioxaspiro[4.5]decan-8-yl)methyl)-4'-chloro-5'H-spiro[cyclohexane-1,7'-indolo[1,2-a]quinazolin]-5'-one